C1(CC1)N(C(OC1CCCC1)=O)CC=1C(=C(C(=CC1CCCCC)O)C1=CC(=CC=C1)C)O cyclopentyl cyclopropyl((2,6-dihydroxy-3'-methyl-4-pentyl-[1,1'-biphenyl]-3-yl)methyl)carbamate